(S)-2-(3-aminoprop-1-yn-1-yl)-5-(2-(4-(4-chlorophenyl)-2,3,9-trimethyl-6H-thieno[3,2-f][1,2,4]triazolo[4,3-a][1,4]diazepin-6-yl)acetamido)benzyl diisopropyl phosphate P(=O)(OCC1=C(C=CC(=C1)NC(C[C@H]1C=2N(C3=C(C(=N1)C1=CC=C(C=C1)Cl)C(=C(S3)C)C)C(=NN2)C)=O)C#CCN)(OC(C)C)OC(C)C